C1(CC1)C1=NN=C2N1CCC(C2)C=O 3-cyclopropyl-5,6,7,8-tetrahydro-[1,2,4]triazolo[4,3-a]pyridine-7-carboxaldehyde